3-bromo-2,2-bis(hydroxy-methyl)-6-[3-(pyridin-3-yl)-1,2,4-oxadiazol-5-yl]-3,4-dihydro-2H-1-benzopyran-4-one BrC1C(OC2=C(C1=O)C=C(C=C2)C2=NC(=NO2)C=2C=NC=CC2)(CO)CO